COC=1C=C2C(=CC=NC2=CC1OC)OC1=C(C=C(C=C1)NC(=O)C1=CN(C=2C(NC3=C(C2C1=O)C=CC(=C3)F)=O)C)F N-(4-((6,7-dimethoxyquinolin-4-yl)oxy)-3-fluorophenyl)-8-fluoro-4-methyl-1,5-dioxo-1,4,5,6-tetrahydrobenzo[F][1,7]naphthyridine-2-carboxamide